3-[4-(2-bromoethoxy)-2,6-difluorophenyl]-3-methanesulfonyloxetane BrCCOC1=CC(=C(C(=C1)F)C1(COC1)S(=O)(=O)C)F